ClC1=CC(=C2C=CC(=NC2=N1)NC(C)=O)C(F)(F)F N-[7-chloro-5-(trifluoromethyl)-1,8-naphthyridin-2-yl]Acetamide